(2s,3s,4r,5r)-5-(2-(5-chloropyridin-3-yl)-6-(((4-methylpyridin-2-yl)methyl)amino)-9H-purin-9-yl)-3,4-dihydroxy-N-methyltetrahydrofuran-2-carboxamide ClC=1C=C(C=NC1)C1=NC(=C2N=CN(C2=N1)[C@H]1[C@@H]([C@@H]([C@H](O1)C(=O)NC)O)O)NCC1=NC=CC(=C1)C